C(C)N(C1=CC=C2C(=CC(OC2=C1)=O)CO)CC 7-(diethylamino)-4-(hydroxymethyl)-2H-chromen-2-one